N=1C=C(N2C1COCC2)C(=O)N2CC1=C(CC2)C(=CS1)C(=O)NC1=CC(=CC=C1)C(F)(F)F 6-(5,6-Dihydro-8H-imidazo[2,1-c][1,4]oxazin-3-carbonyl)-N-(3-(trifluoromethyl)phenyl)-4,5,6,7-tetrahydrothieno[2,3-c]pyridin-3-carboxamid